bis(2,4-di-tert-butylphenyl)-4-phenyl-phenyl phosphonite P(OC1=C(C(=C(C=C1)C1=CC=CC=C1)C1=C(C=C(C=C1)C(C)(C)C)C(C)(C)C)C1=C(C=C(C=C1)C(C)(C)C)C(C)(C)C)[O-]